O.O.O.C(C)N(C([S-])=S)CC.[Na+] sodium N,N-diethyldithiocarbamate trihydrate